7-bromo-8-methyl-2,3-dihydropyrido[2,3-b][1,4]oxazine-1-carboxylic acid tert-butyl ester C(C)(C)(C)OC(=O)N1C2=C(OCC1)N=CC(=C2C)Br